6-(3-Isopropoxy-phenyl)-naphthalene-2-carboxylic acid methyl ester COC(=O)C1=CC2=CC=C(C=C2C=C1)C1=CC(=CC=C1)OC(C)C